Zirconium ethylchloride C(C)Cl.[Zr]